CC(C)(C)[S@@](=O)N[C@H](C)C=1C=NC(=CC1)C(F)(F)F (R)-2-Methyl-N-((1R)-1-[6-[trifluoromethyl]pyridin-3-yl]ethyl)propane-2-sulphinamide